C(C)(C)(C)N1N=NC(=C1)C(=O)NCC1=C(C(=C(C=C1)C1=NC=NN2C1=CC(=C2)C=2C=NN(C2)C)F)C(F)F 1-(tert-butyl)-N-(2-(difluoromethyl)-3-fluoro-4-(6-(1-methyl-1H-pyrazol-4-yl)pyrrolo[2,1-f][1,2,4]triazin-4-yl)benzyl)-1H-1,2,3-triazole-4-carboxamide